4,5-dihydro-1H,3H-[1,4]oxazepino[4,3-a]indole C1OCCCN2C1=CC=1C=CC=CC21